3-[2-(8-chloro-4-oxo-chromen-2-yl)-5-(trifluoromethyl)phenoxy]-2,2-dimethyl-propanoic acid ClC=1C=CC=C2C(C=C(OC12)C1=C(OCC(C(=O)O)(C)C)C=C(C=C1)C(F)(F)F)=O